5-chloro-1-(2-methoxypropyl)pyrazolo[4,3-b]pyridine ClC1=CC=C2C(=N1)C=NN2CC(C)OC